COCC(=O)NNC(=O)[C@@H]1CC[C@H](CC1)NC([O-])=O trans-4-{[2-(methoxyacetyl) hydrazino] carbonyl}cyclohexylcarbamate